C(CCCCCCCC)N(CCN([C@@H](C)C(=O)N1CCNCC1)CCCCCCCCC)CCCCCCCCC 4-(N-(2-(dinonylamino)ethyl)-N-nonylalanyl)piperazin